FC1=C(C(=CC(=C1)\C=C\C1=CC=C(C=C1)N1CCCC1)/C=N/NC1=CC=CC=C1)O 2-fluoro-6-((E)-(2-phenylhydrazono)methyl)-4-((E)-4-(pyrrolidin-1-yl)styryl)phenol